2H-1,3-benzodioxol-4-ylmethanamine O1COC2=C1C=CC=C2CN